COC1=C(C(=CC(=C1OC)OC)C(CCCCCCC)=O)CC(=O)OCC ethyl 2-[2,3,4-trimethoxy-6-(1-octanoyl)phenyl]acetate